4-[(1-Chloropyrido[3,4-d]pyridazin-4-yl)amino]tetrahydropyran-3-ol ClC1=C2C(=C(N=N1)NC1C(COCC1)O)C=NC=C2